COC(CCNC=1C=NN(C1C(=O)OC)C1OCCCC1)=O methyl 4-((3-methoxy-3-oxopropyl) amino)-1-(tetrahydro-2H-pyran-2-yl)-1H-pyrazole-5-carboxylate